5-Methyl-4-(1-methyl-6-nitro-indol-3-yl)-N-(4-morpholinophenyl)pyrimidin-2-amine CC=1C(=NC(=NC1)NC1=CC=C(C=C1)N1CCOCC1)C1=CN(C2=CC(=CC=C12)[N+](=O)[O-])C